9-allyl-6-chloro-2-(propylthio)-9H-purine C(C=C)N1C2=NC(=NC(=C2N=C1)Cl)SCCC